C1(CCCCCC1)[C@@H](C=1N=C2N(N=C(C=C2)CC2(C(NC(C2)C(F)(F)F)=O)C(=O)O)C1)NC(=O)C1=CC=NN1CC 3-((2-((S)-cycloheptyl(1-ethyl-1H-pyrazole-5-carboxamido)methyl)imidazo[1,2-b]pyridazin-6-yl)methyl)-2-oxo-5-(trifluoromethyl)pyrrolidine-3-carboxylic acid